CN1CCN(CCC1)CC=1C=CC2=C(C(=NO2)N2C(NC(CC2)=O)=O)C1 1-(5-((4-methyl-1,4-diazepan-1-yl)methyl)benzo[d]isoxazol-3-yl)dihydropyrimidine-2,4(1H,3H)-dione